4-(((1H-pyrazol-4-yl)methyl)amino)-2-(2,6-dioxopiperidin-3-yl)isoindoline-1,3-dione N1N=CC(=C1)CNC1=C2C(N(C(C2=CC=C1)=O)C1C(NC(CC1)=O)=O)=O